CC1OCC1N1C(=CC2=C1N=C(N=C2)SC)C(=O)OC methyl 7-(2-methyl-oxetan-3-yl)-2-(methylsulfanyl)-7H-pyrrolo[2,3-d]pyrimidine-6-carboxylate